cyclopentyl-{2-[5-(3,4-difluorophenyl)benzo[d][1,3]oxazepin-2-yl]tetrahydro-1H-pyrrol-1-yl}methanone C1(CCCC1)C(=O)N1C(CCC1)C=1OC=C(C2=C(N1)C=CC=C2)C2=CC(=C(C=C2)F)F